C1(=CC=CC=C1)C1=CC=C(C=C1)C1=CC=C(C=C1)[C@H]1[C@@H](C1)C(CN)NC1CC1 (trans)-2-(2-[1,1':4',1'']terphenyl-4''-yl-cyclopropyl)-N2-cyclopropylethane-1,2-diamine